ClC1=CC=C(CNC2=NNC3=C2C(N(C=2C(=NC=CC32)OCC3(CC3)S(=O)(=O)C)C)=O)C=C1 3-((4-chlorobenzyl)amino)-5-methyl-6-((1-(methylsulfonyl)cyclopropyl)methoxy)-1,5-dihydro-4H-pyrazolo[4,3-c][1,7]naphthyridin-4-one